CN(C1=NC=C(C=C1C)[N+](=O)[O-])CCN1CCOCC1 N,3-dimethyl-N-[2-(morpholin-4-yl)ethyl]-5-nitropyridin-2-amine